[Na+].C(CCC(=O)O)(=O)[O-] succinic acid monosodium salt